acryloxyhexylbenzophenone C(C=C)(=O)OCCCCCCC1=C(C(=O)C2=CC=CC=C2)C=CC=C1